CN1N=C(C=C1S(=O)(=O)C(C)(C)C1CCN(CC1)C1=CN=NC=C1)C(F)(F)F 4-(2-((1-methyl-3-(trifluoro-methyl)-1H-pyrazol-5-yl)sulfonyl)propan-2-yl)-N-(pyridazin-4-yl)piperidine